7-((S)-1-amino-5-(tert-butoxy)-1,5-dioxopentan-2-yl)-3',3'-difluoro-6-oxo-7,8-dihydro-2h,6h-spiro[furo[2,3-e]isoindole-3,4'-piperidine]-1'-carboxylic acid tert-butyl ester C(C)(C)(C)OC(=O)N1CC(C2(CC1)COC1=C3CN(C(C3=CC=C12)=O)[C@H](C(=O)N)CCC(=O)OC(C)(C)C)(F)F